CC1=CC=C(C=C1)S(=O)(=O)O.C(CN(CC(C)O)CC(C)O)N(CC(C)O)CC(C)O ethylenebis[bis(2-hydroxypropyl)amine] toluene-p-sulfonate